OC1(CCN(CC1)C1=CC=C(C=C1)NC1=CC2=C(OCC(N2)=O)C=C1)C(F)(F)F 6-((4-(4-hydroxy-4-(trifluoromethyl)piperidin-1-yl)phenyl)amino)-2H-benzo[b][1,4]oxazin-3(4H)-one